ClC=1C=C(C#N)C=C(C1)SC1=CC=NC=C1 3-chloro-5-(4-pyridylsulfanyl)benzonitrile